1-(1-(((4-((1R,5S)-3,8-diazabicyclo[3.2.1]octan-8-yl)-7-(8-chloronaphthalen-1-yl)-8-fluoropyrido[4,3-d]pyrimidin-2-yl)oxy)meth-yl)cyclopropyl)-N,N-dimethylmethanamine [C@H]12CNC[C@H](CC1)N2C=2C1=C(N=C(N2)OCC2(CC2)CN(C)C)C(=C(N=C1)C1=CC=CC2=CC=CC(=C12)Cl)F